BrC=1C=CC(=NC1)N(C1=NN(C=C1C#N)C)C 3-((5-bromopyridin-2-yl)(methyl)amino)-1-methyl-1H-pyrazol-4-carbonitrile